1,2-dichloro-4-((1-fluorocyclopropyl)methoxy)-5-nitrobenzene ClC1=C(C=C(C(=C1)[N+](=O)[O-])OCC1(CC1)F)Cl